NCC[SiH](OCCCCCCCCCCCCCCCC)OCCCCCCCCCCCCCCOCCCCCCCCCCCC 2-aminoethyl-(dodecyloxy)tetradecyloxy(hexadecyloxy)silane